2-(3-bromophenyl)-7-(trifluoromethyl)quinazoline-4-carboxylic acid methyl ester COC(=O)C1=NC(=NC2=CC(=CC=C12)C(F)(F)F)C1=CC(=CC=C1)Br